CC1=C(C2=CC3=C(C(=C(N3)C=C4C(=C(C(=N4)C=C5C(=C(C(=N5)C=C1N2)C)CCC(=O)O)C)CCC(=O)O)C)CCC(=O)O)CCC(=O)O zinc coproporphyrin III